FC1=C2CCC(C2=CC(=C1)F)N(C(OC(C)(C)C)=O)C tert-butyl (4,6-difluoro-2,3-dihydro-1H-inden-1-yl)(methyl)carbamate